C(C1=CC=CC=C1)O[C@@H]1C[C@H](N(C1)C(=O)OC(C)(C)C)COC(C1=CC=CC=C1)(C1=CC=CC=C1)C1=CC=CC=C1 tert-butyl (2S,4R)-4-(benzyloxy)-2-((trityloxy)methyl)pyrrolidine-1-carboxylate